N-cyclopropyl-4-iodo-2-nitroaniline C1(CC1)NC1=C(C=C(C=C1)I)[N+](=O)[O-]